5-(8-((2S,2S)-2-(quinolin-4-yl)cyclopropyl)imidazo[1,2-b]pyridazin-6-yl)pyrimidine-2,4(1H,3H)-dione N1=CC=C(C2=CC=CC=C12)[C@@H]1C(C1)C=1C=2N(N=C(C1)C=1C(NC(NC1)=O)=O)C=CN2